1-propyne-1-amine C(#CC)N